2-[2-(2,2-dimethoxyethoxy)ethoxy]ethyl 4-methylbenzenesulfonate CC1=CC=C(C=C1)S(=O)(=O)OCCOCCOCC(OC)OC